Cl.C(C)OC(=O)C=1C=NN(C1C(F)(F)F)C1CN(CCC1)C1=C(C=CC(=C1)Cl)C1=CC=C(C=C1)N1CCNCC1 1-[1-[5-chloro-2-(4-piperazin-1-ylphenyl)phenyl]-3-piperidinyl]-5-(trifluoromethyl)pyrazole-4-carboxylic acid ethyl ester hydrochloride